(3,5-dichloro-4-((2-(2-methoxyethyl)-1-oxo-1,2,3,4-tetrahydroisoquinolin-6-yl)oxy)phenyl)-3,5-dioxo-2,3,4,5-tetrahydro-1,2,4-triazine-6-carbonitrile ClC=1C=C(C=C(C1OC=1C=C2CCN(C(C2=CC1)=O)CCOC)Cl)N1N=C(C(NC1=O)=O)C#N